C(C#C)N(C[C@@H]([C@H]([C@@H]([C@@H](CO)O)O)O)O)C[C@@H]([C@H]([C@@H]([C@@H](CO)O)O)O)O (2R,2'R,3R,3'R,4R,4'R,5S,5'S)-6,6'-(prop-2-yn-1-ylazanediyl)bis(hexane-1,2,3,4,5-pentaol)